L-1-ethyl-(3-dimethylaminopropyl)carbodiimide hydrochloride Cl.C(C)N=C=NCCCN(C)C